C1(CC1)C1=CN=C(N=N1)N[C@@H]1C[C@H](CC1)NC1=NC=C(C=N1)N1N=CC=CC1=O 2-(2-(((1S,3S)-3-((6-Cyclopropyl-1,2,4-triazin-3-yl)amino)cyclopentyl)amino)pyrimidin-5-yl)pyridazin-3(2H)-one